allyl (4-(4-amino-1-methyl-1H-pyrrole-2-carboxamido)phenyl)carbamate hydrochloride Cl.NC=1C=C(N(C1)C)C(=O)NC1=CC=C(C=C1)NC(OCC=C)=O